6-((4,4-difluorocyclohexyl)amino)-4-((1-(methoxycarbonyl)azetidin-3-yl)oxy)-2-(3-methyl-1H-pyrazol-1-yl)pyrimidine 1-oxide FC1(CCC(CC1)NC1=CC(=NC(=[N+]1[O-])N1N=C(C=C1)C)OC1CN(C1)C(=O)OC)F